NC(COCC(C)N)C 2-aminopropyl ether